(S)-2-(5-chloro-3-cyano-4,6-dimethylpyridin-2-yl-amino)-N-(4-fluorophenyl)-4-hydroxy-N-methyl-butanamide ClC=1C(=C(C(=NC1C)N[C@H](C(=O)N(C)C1=CC=C(C=C1)F)CCO)C#N)C